(R)-N-(8,9-Difluoro-6-oxo-1,4,5,6-tetrahydro-2H-pyrano[3,4-c]isoquinolin-1-yl)-3,5-difluoro-N-methyl-4-(trifluoromethyl)benzamide FC=1C(=CC=2C3=C(NC(C2C1)=O)COC[C@@H]3N(C(C3=CC(=C(C(=C3)F)C(F)(F)F)F)=O)C)F